1,1,2,2,3-pentafluoro-1-iodo-propane FC(C(CF)(F)F)(I)F